2-(2-(3-oxabicyclo[3.1.0]hexan-6-yl)-5-ethyl-7-oxo-6-(piperazin-1-yl)-[1,2,4]triazolo[1,5-a]pyrimidin-4(7H)-yl)-N-(2-chloro-4-(trifluoromethyl)phenyl)acetamide C12COCC2C1C1=NN2C(N(C(=C(C2=O)N2CCNCC2)CC)CC(=O)NC2=C(C=C(C=C2)C(F)(F)F)Cl)=N1